ethyl 1-((4-oxa-7-azaspiro[2.5]octan-7-yl)methyl)cyclopropane-1-carboxylate C1CC12OCCN(C2)CC2(CC2)C(=O)OCC